C(N)(O[C@H](C(N1CC2(CC2)C[C@H]1C(N[C@@H](C[C@H]1C(NCC1)=O)C(COC(F)(F)F)=O)=O)=O)C(C)(C)C)=O ((S)-3,3-dimethyl-1-oxo-1-((S)-6-(((S)-3-oxo-1-((S)-2-oxopyrrolidin-3-yl)-4-(trifluoromethoxy) butan-2-yl) carbamoyl)-5-azaspiro[2.4]heptan-5-yl) butan-2-yl) carbamate